(6'-Amino-[2,3']bipyridinyl-5-ylmethyl)-amino-5-cyano-N-[(S)-1-(4-fluorophenyl)-ethyl]-nicotinamide NC1=CC=C(C=N1)C1=NC=C(C=C1)CC1=NC(=C(C(=O)N[C@@H](C)C2=CC=C(C=C2)F)C=C1C#N)N